(2S,4R)-N-((R)-1-(4-carbamimidoylthiophen-2-yl)-2-hydroxyethyl)-1-((9,9-difluoro-9H-fluorene-2-carbonyl)glycyl)-4-(methylsulfonyl)pyrrolidine-2-carboxamide C(N)(=N)C=1C=C(SC1)[C@@H](CO)NC(=O)[C@H]1N(C[C@@H](C1)S(=O)(=O)C)C(CNC(=O)C1=CC=2C(C3=CC=CC=C3C2C=C1)(F)F)=O